Ethyl (2S,5R)-5-((4-(4-cyano-2-hydroxyphenyl) phthalazin-1-yl) amino)-1-methylpiperidine-2-carboxylate C(#N)C1=CC(=C(C=C1)C1=NN=C(C2=CC=CC=C12)N[C@@H]1CC[C@H](N(C1)C)C(=O)OCC)O